1-[3,4-dichloro-2-(difluoromethoxy)-5,6,7,9-tetrahydro-8H-pyrrolo[3,2-b:4,5-c']dipyridin-8-yl]-2-hydroxyethan-1-one ClC=1C(=C2C(=NC1OC(F)F)C=1CN(CCC1N2)C(CO)=O)Cl